2-amino-4-((2s,4s)-2-(6-fluoro-5-(2-methoxypyrimidin-5-yl)-4-oxo-3-phenyl-3,4-dihydroquinazolin-2-yl)-4-hydroxypyrrolidin-1-yl)-6-methylpyrimidine-5-carbonitrile NC1=NC(=C(C(=N1)N1[C@@H](C[C@@H](C1)O)C1=NC2=CC=C(C(=C2C(N1C1=CC=CC=C1)=O)C=1C=NC(=NC1)OC)F)C#N)C